NCC[C@H]1N(C[C@H](C1)C(F)(F)F)C(=O)OC(C)(C)C tert-butyl (2S,4S)-2-(2-aminoethyl)-4-(trifluoromethyl)pyrrolidine-1-carboxylate